C1=C(C=CC2=CC=CC=C12)C1=CC=C(N)C=C1 4-(naphthalen-2-yl)-aniline